Benzoxycarbonyl-D-glutamic acid C(C1=CC=CC=C1)OC(=O)N[C@H](CCC(=O)O)C(=O)O